(2S,4R)-1-((S)-2-(7-bromoheptanoylamino)-3,3-dimethylbutyryl)-4-hydroxy-N-((S)-1-(4-(4-methylthiazol-5-yl)phenyl)ethyl)pyrrolidine-2-carboxamide BrCCCCCCC(=O)N[C@H](C(=O)N1[C@@H](C[C@H](C1)O)C(=O)N[C@@H](C)C1=CC=C(C=C1)C1=C(N=CS1)C)C(C)(C)C